FC1=CC(=C2C(=CNC2=C1)CCN(C(C)C)C(C)C)OC N-(2-(6-fluoro-4-methoxy-1H-indol-3-yl)ethyl)-N-isopropylpropan-2-amine